BrC1=CC=C(C=C1)C(COC(C[C@@H](CCCCCCCCCCC)OC(CCCCCCCCC1=CC=CC=C1)=O)=O)=O (3R)-3-[(9-Phenylnonanoyl)oxy]tetradecanoic acid 2-(4-bromophenyl)-2-oxoethyl ester